tert-butyl (3-((dimethylamino)methyl)-2,3-dihydrobenzo[b][1,4]dioxin-6-yl)carbamate CN(C)CC1OC2=C(OC1)C=CC(=C2)NC(OC(C)(C)C)=O